NC(C(C(CC1=CC=CC=C1)NC(=O)C1=CC=CC=2N(C3=CC=CC=C3C12)C)=O)=O N-(4-amino-3,4-dioxo-1-phenylbutan-2-yl)-9-methyl-9H-carbazole-4-carboxamide